tert-butyl 3''-iodo-4'-methyldispiro[oxetane-3,7'-furo[3,4-b]pyridine-5',4''-piperidine]-1''-carboxylate IC1CN(CCC12OC1(C3=NC=CC(=C32)C)COC1)C(=O)OC(C)(C)C